N-(4-cyanotetrahydro-2H-pyran-4-carbonyl)-O-(cis-3-(2-(5,6,7,8-tetrahydro-1,8-naphthyridin-2-yl)ethyl)cyclobutyl)homoserine C(#N)C1(CCOCC1)C(=O)N[C@@H](CCO[C@@H]1C[C@@H](C1)CCC1=NC=2NCCCC2C=C1)C(=O)O